9-octadecanol CCCCCCCCC(CCCCCCCCC)O